O.O=C(C(=O)[O-])CCC(=O)[O-].[Ca+2] Calcium Alpha-Ketoglutarate Monohydrate